CS(=O)(=O)OC=1C=NC=C(C1)F 5-fluoropyridin-3-yl methanesulfonate